C(C)(C)(C)OC(=O)N(C1=NC=CC(=N1)C1=CC=C(C=C1)N)C(=O)OC(C)(C)C N,N-di-t-butyloxycarbonyl-4-(4-aminophenyl)pyrimidin-2-amine